C(C)(C)(C)OC(NC1=CC=C(C=C1)CCC1=C(C(=C(C=C1)OC)CO)F)=O.OC1=C(C=C(C=C1C)CC1=CC(=C(C(=C1)C)O)C)C bis-(4-hydroxy-3,5-dimethylphenyl)methane Tert-butyl-N-[4-[2-[2-fluoro-3-(hydroxymethyl)-4-methoxy-phenyl]ethyl]phenyl]carbamate